B(O)(O)O.C(C=C)(=O)OC1=NC=CN1CCC[Si](OC)(OC)OC acryloyloxy-3-(3-trimethoxysilylpropyl)imidazole borate